C(C)C=1CC(C(=CC1)C1=CC=C(C=C1)CCC)(C1=CC=CC=C1)F 4'-ethyl-2'-fluoro-4-propylterphenyl